N1,N4-diphenylbenzene-1,4-diamine C1(=CC=CC=C1)NC1=CC=C(C=C1)NC1=CC=CC=C1